C(\C=C\C(=O)O)(=O)O.C(\C=C\C(=O)O)(=O)O.ClC=1C=C(CCN2C[C@@H](CCC2)CN)C=CC1OCC (S)-(1-(3-chloro-4-ethoxyphenethyl)piperidin-3-yl)methanamine difumarate